(S)-3-((8-(trifluoromethyl)quinolin-6-yl)amino)pyrrolidine-1-carboxylic acid tert-butyl ester C(C)(C)(C)OC(=O)N1C[C@H](CC1)NC=1C=C2C=CC=NC2=C(C1)C(F)(F)F